4-(5-bromopyridin-2-yl)-4,4-difluoro-3-(2-fluorophenyl)-3-hydroxybutanenitrile BrC=1C=CC(=NC1)C(C(CC#N)(O)C1=C(C=CC=C1)F)(F)F